P(=O)(O)(O)OC[C@@H]1[C@H]([C@H]([C@@H](O1)N1C=NC=2C(=O)NC(N)=NC12)OC1[C@H](O)[C@H](O)[C@H](O1)CO)O O-ribosylguanosine (phosphate)